N/C(/C#N)=C(/C#N)\N=C\C1=CC=C(C=C1)N(CC)CC 2-Amino-3-((E)-(4-(diethylamino)benzylidene)Amino)maleonitrile